(2S,4S)-1-tert-butyl 2-methyl 4-hydroxypyrrolidine-1,2-dicarboxylate O[C@H]1C[C@H](N(C1)C(=O)OC(C)(C)C)C(=O)OC